Cl.Cl.N[C@@H]1CN(C[C@@H](C1)C)C1=C(C=NC=C1CC)NC(=O)C=1C(=C(C(=CC1)F)C1=C(C=CC=C1F)F)F N-(4-((3S,5R)-3-amino-5-methylpiperidin-1-yl)-5-ethylpyridin-3-yl)-2,2',6,6'-Tetrafluoro-[1,1'-biphenyl]-3-carboxamide dihydrochloride